4-{2-cyclopropyl-6-[1-oxo-6-({[(3S)-oxolan-3-ylmethyl]amino}methyl)-3H-isoindol-2-yl]pyridin-4-yl}-3-(4-methyl-1,2,4-triazol-3-yl)benzonitrile C1(CC1)C1=NC(=CC(=C1)C1=C(C=C(C#N)C=C1)C1=NN=CN1C)N1C(C2=CC(=CC=C2C1)CNC[C@H]1COCC1)=O